Cl.OC1(CNCCC1)CC#N 2-(3-hydroxy-piperidin-3-yl)acetonitrile hydrochloride